7-[2-fluoro-4-[3-(3-oxa-6-azabicyclo[3.1.1]heptan-6-yl)-3-oxo-propoxy]phenoxy]-1-methyl-indazole-5-carboxamide FC1=C(OC=2C=C(C=C3C=NN(C23)C)C(=O)N)C=CC(=C1)OCCC(=O)N1C2COCC1C2